COC(=O)C1=C(SC(=C1C)C(NCCNC(CNC(CNC(OC(C)(C)C)=O)=O)=O)=O)NC(C(CC)C1=CC=C(C=C1)F)=O 5-((2,2-dimethyl-4,7,10-trioxo-3-oxa-5,8,11-triazatridecan-13-yl)carbamoyl)-2-(2-(4-fluorophenyl)butyrylamino)-4-methylthiophene-3-carboxylic acid methyl ester